FC=1C=C(C=CC1OC)S(/C=C/CNC(=O)C=1C(NC=2CCN(CC2C1)C(=O)OC1CCC(CC1)(F)F)=O)(=O)=N 4,4-difluorocyclohexyl 3-{[(2E)-3-[(3-fluoro-4-methoxyphenyl) (imino)oxo-λ6-sulfanyl]prop-2-en-1-yl]carbamoyl}-2-oxo-1,2,5,6,7,8-hexahydro-1,6-naphthyridine-6-carboxylate